1-(4Z,7Z,10Z,13Z,16Z,19Z-docosahexaenoyl)-2-(9Z-nonadecenoyl)-glycero-3-phospho-(1'-sn-glycerol) CCCCCCCCC/C=C\CCCCCCCC(=O)O[C@H](COC(=O)CC/C=C\C/C=C\C/C=C\C/C=C\C/C=C\C/C=C\CC)COP(=O)(O)OC[C@H](CO)O